(2r,3r)-[3-(3-methoxyphenyl)-2-methyl-pentyl]dimethylamine COC=1C=C(C=CC1)[C@@H]([C@H](CN(C)C)C)CC